[Cl-].[Cl-].C1(C=CC2=CC=CC=C12)C(C1C=CC2=CC=CC=C12)[Zr+2] [1,1'-bis(1-indenyl)methyl]zirconium dichloride